Cl.BrC1=C(C=C2C=C(N(C2=C1)S(=O)(=O)C1=CC=CC=C1)CN)Cl (6-bromo-5-chloro-1-(phenylsulfonyl)-1H-indol-2-yl)methanamine hydrochloride